5-(benzofuran-6-yl)-N-(5,6-difluoro-1H-indol-3-yl)isoindoline-2-carboxamide O1C=CC2=C1C=C(C=C2)C=2C=C1CN(CC1=CC2)C(=O)NC2=CNC1=CC(=C(C=C21)F)F